ethyl (R)-3-methyl-6-(2-((2-(6-(trifluoromethyl)pyridin-3-yl)-1H-imidazol-1-yl)methyl)phenoxy)hexanoate C[C@@H](CC(=O)OCC)CCCOC1=C(C=CC=C1)CN1C(=NC=C1)C=1C=NC(=CC1)C(F)(F)F